C(CCCCCCCCCCCCCCCCC)(=O)OC[C@@H](OC(CCC\C=C/C\C=C/C\C=C/C\C=C/CCCCC)=O)COP(=O)(O)OCCN 1-stearoyl-2-arachidonoyl-sn-glycero-3-phosphoethanolamine